4-((6-(5-cyanopyrazin-2-ylamino)-3-(trifluoromethyl)pyridazin-4-ylamino)methyl)piperidine-1-carboxylic acid tert-butyl ester C(C)(C)(C)OC(=O)N1CCC(CC1)CNC1=C(N=NC(=C1)NC1=NC=C(N=C1)C#N)C(F)(F)F